4-[5-[4-(dimethylamino)piperidin-1-yl]-8-(6-ethoxypyridin-3-yl)imidazo[1,2-c]pyrimidin-7-yl]benzonitrile CN(C1CCN(CC1)C1=NC(=C(C=2N1C=CN2)C=2C=NC(=CC2)OCC)C2=CC=C(C#N)C=C2)C